Decyl ((R)-(((2R,3S,5R)-5-(6-amino-2-fluoro-9H-purin-9-yl)-2-ethynyl-3-hydroxytetrahydrofuran-2-yl)methoxy) (((S)-1-(decyloxy)-1-oxopropan-2-yl) oxy)phosphoryl)-L-phenylalaninate NC1=C2N=CN(C2=NC(=N1)F)[C@H]1C[C@@H]([C@@](O1)(C#C)CO[P@@](=O)(O[C@H](C(=O)OCCCCCCCCCC)C)N[C@@H](CC1=CC=CC=C1)C(=O)OCCCCCCCCCC)O